C(C)(SC1=C(C(=C(C=C1)F)C#N)C)=O S-(3-Cyano-4-fluoro-2-methyl-phenyl) ethanethioate